bicyclo[4.4.0]decane-1,7-diene C12=CCCCC2C=CCC1